Formylacetamide C(=O)CC(=O)N